(2S,4R)-1-[(2S)-2-(6-aminohexanamido)-3,3-dimethylbutanoyl]-4-hydroxy-N-[[4-(4-methyl-1,3-thiazol-5-yl)phenyl]methyl]pyrrolidine-2-carboxamide NCCCCCC(=O)N[C@H](C(=O)N1[C@@H](C[C@H](C1)O)C(=O)NCC1=CC=C(C=C1)C1=C(N=CS1)C)C(C)(C)C